C1(=CC=CC=C1)[C@H]1CC[C@H](CC1)OC[C@@H]1N(CC[C@@H]1NS(=O)(=O)C)C1=CC=C(C=C1)C(F)(F)F N-((CIS)-2-((((CIS)-4-phenylcyclohexyl)oxy)methyl)-1-(4-(trifluoromethyl)phenyl)pyrrolidin-3-yl)methanesulfonamide